BrC=1C=NN(C1)CC1=C(C=C(C=C1)C1=NOC(=N1)C(F)(F)F)F 3-[4-[(4-bromopyrazol-1-yl)methyl]-3-fluoro-phenyl]-5-(trifluoromethyl)-1,2,4-oxadiazole